3-((S)-3-hydroxypyrrolidine-1-carboxamido)propanoic acid O[C@@H]1CN(CC1)C(=O)NCCC(=O)O